2-(2-(2-methoxyquinolin-8-yl)ethyl)isoindoline-1,3-dione COC1=NC2=C(C=CC=C2C=C1)CCN1C(C2=CC=CC=C2C1=O)=O